IC=1C=C(C=CC1)C1=C(C=CC=C1)[N+](=O)[O-] 3'-iodo-2-nitrobiphenyl